tertiary butyl acrylate C(C=C)(=O)OC(C)(C)C